ClC=1N=C(SC1)N1N=CC(=C1)CC(=O)OC methyl 2-[1-(4-chloro-1,3-thiazol-2-yl)-1H-pyrazol-4-yl]acetate